[1,1'-biphenyl]-4-ylsulfonate C1(=CC=C(C=C1)S(=O)(=O)[O-])C1=CC=CC=C1